FC(CN1N=CC(=C1)S(=O)(=O)N1N=C2C(=C1)CN(C2)C(C[C@]2(C(NC1=CC=CC=C21)=O)C)=O)F (R)-3-[2-(2-{[1-(2,2-difluoroethyl)-1H-pyrazol-4-yl]sulfonyl}-2H,4H,5H,6H-pyrrolo[3,4-c]pyrazol-5-yl)-2-oxoethyl]-3-methyl-2,3-dihydro-1H-indol-2-one